3-(cyclopropylmethyl)-4,5,6,7-tetrahydro-3H-imidazo[4,5-c]pyridine C1(CC1)CN1C=NC2=C1CNCC2